FC1=C(C(=CC=C1)OC)C=1N=CC2=C(N1)C(=NN2)C2=CC=C(C=C2)N2CCN(CC2)C(CCNC2=C1C(N(C(C1=CC=C2)=O)C2C(N(C(CC2)=O)C)=O)=O)=O 4-((3-(4-(4-(5-(2-fluoro-6-methoxyphenyl)-1H-pyrazolo[4,3-d]pyrimidin-3-yl)phenyl)piperazin-1-yl)-3-oxopropyl)amino)-2-(1-methyl-2,6-dioxopiperidin-3-yl)isoindoline-1,3-dione